IC1C2CCC(C1)C2 2-iodo-bicyclo[2.2.1]heptane